FC1=C(C=C(C=C1)NC(C=C)=O)NC1=CC(=NC=C1C1=CC=C(C=C1)C(F)(F)F)NC=1C=NN(C1)C N-[4-fluoro-3-({2-[(1-methyl-1H-pyrazol-4-yl)amino]-5-[4-(trifluoromethyl)phenyl]pyridin-4-yl}amino)phenyl]prop-2-enamide